O=C1NC(CCC1N1C(C2=CC=C(C=C2C1)NC(=O)N1CC(C1)(C1=CC=CC=C1)C)=O)=O N-(2-(2,6-dioxopiperidin-3-yl)-1-oxoisoindolin-5-yl)-3-methyl-3-phenylazetidine-1-carboxamide